N[C@@H](CCCCN)C(=O)N[C@@H](CC1=CNC2=CC=CC=C12)C(=O)N[C@@H](CCCCN)C(=O)N[C@@H](CCCCN)C(=O)O L-lysyl-L-tryptophanyl-L-lysyl-L-lysine